C(C)(C)(C)OC(CCC1=CC=C(C=C1)O)=O tert-butyl-4-hydroxyhydrocinnamate